trans-4-(Aminomethyl)-N-(4-(2-cyclopropyloxazol-4-yl)pyridin-2-yl)-N-((trans-4-(5-methoxy-6-methylpyridin-2-yl)cyclohexyl)methyl)cyclohexanecarboxamide NC[C@@H]1CC[C@H](CC1)C(=O)N(C[C@@H]1CC[C@H](CC1)C1=NC(=C(C=C1)OC)C)C1=NC=CC(=C1)C=1N=C(OC1)C1CC1